CC(COC(=O)CCCC(C(=O)OC1CC(NC(C1)(C)C)(C)C)(C(=O)OC1CC(NC(C1)(C)C)(C)C)C(=O)OC1CC(NC(C1)(C)C)(C)C)(C)C1OCC2(CO1)COC(OC2)C(COC(=O)CCCC(C(=O)OC2CC(NC(C2)(C)C)(C)C)(C(=O)OC2CC(NC(C2)(C)C)(C)C)C(=O)OC2CC(NC(C2)(C)C)(C)C)(C)C 3,9-bis[1,1-dimethyl-2-{tris(2,2,6,6-tetramethyl-4-piperidyl-oxycarbonyl)butylcarbonyloxy}ethyl]-2,4,8,10-tetraoxaspiro[5.5]undecane